FC=1C=C2C(=NC1)NC=C2N2N=C(C=CC2=O)NC(C(=O)O)CC2=CC=CC=C2 ((1-(5-fluoro-1H-pyrrolo[2,3-b]pyridin-3-yl)-6-oxo-1,6-dihydropyridazin-3-yl)amino)-3-phenylpropionic acid